CN(C(C[C@H](C(=O)N[C@@H](CCCC1=CC=CC=C1)B1OC(C(O1)(C)C)(C)C)NC(=O)C1=NC=CN=C1)=O)C (R)-N4,N4-dimethyl-N1-((R)-4-phenyl-1-(4,4,5,5-tetramethyl-1,3,2-dioxaborolan-2-yl)butyl)-2-(pyrazine-2-carboxamido)succinamide